9H-purin-7-ium N1=CN=C2NC=[NH+]C2=C1